ClC1=CC=C(C(=N1)C1=NOC(N1)=O)NC(C)C=1C=2C=3C(N(C(C2C=C(C1)C)=O)C)=NN(C3)C3CCOCC3 3-(6-chloro-3-((1-(4,7-dimethyl-5-oxo-2-(tetrahydro-2H-pyran-4-yl)-4,5-dihydro-2H-pyrazolo[3,4-c]isoquinolin-9-yl)ethyl)amino)pyridin-2-yl)-1,2,4-oxadiazol-5(4H)-one